ClC=1C(=NC=C(C1)C(F)(F)F)C(=O)NC(NC1=C(C=C(C=C1C(C)C)Cl)Cl)=O 3-chloro-N-((2,4-dichloro-6-(isopropyl)phenyl)carbamoyl)-5-(trifluoromethyl)picolinamide